C(C1=CC=CC=C1)C1(CC(=NO1)CNC(=O)C=1C=2CCCCC2C=CC1)C(=O)OC methyl 5-benzyl-3-[(tetralin-5-carbonylamino)methyl]-4H-isoxazole-5-carboxylate